FC1=C(C[C@H](N)C(=O)O)C=CC(=C1)O 2-Fluorotyrosin